(2R,3R,4S,5R)-4-(benzyloxy)-5-((benzyloxy)methyl)-5-methyl-2-(5-methyl-2,4-dioxo-3,4-dihydropyrimidin-1(2H)-yl)tetrahydrofuran-3-yl acetate C(C)(=O)O[C@H]1[C@@H](O[C@]([C@H]1OCC1=CC=CC=C1)(C)COCC1=CC=CC=C1)N1C(NC(C(=C1)C)=O)=O